1-N-[4-[(6-amino-7-methoxy-1,5-naphthyridin-4-yl)oxy]phenyl]-1-N'-(4-fluorophenyl)cyclopropane-1,1-dicarboxamide NC=1N=C2C(=CC=NC2=CC1OC)OC1=CC=C(C=C1)NC(=O)C1(CC1)C(=O)NC1=CC=C(C=C1)F